NC1=NC=NN2C1=C(C=C2[C@@H]2C[C@@H](N(C2)C(C=C)=O)COC)C#CC2=C(C(=CC(=C2F)OC)OC)F 1-[(2R,4R)-4-[4-amino-5-[2-(2,6-difluoro-3,5-dimethoxyphenyl)ethynyl]pyrrolo[2,1-f][1,2,4]triazin-7-yl]-2-(methoxymethyl)pyrrolidin-1-yl]prop-2-en-1-one